Cl.ClC1=C(C(=CC=C1)N1CCNCC1)C1=C(C=CC=C1)O 2-chloro-6-(piperazin-1-yl)phenylphenol hydrochloride